O=C1N(C(C=C1)=O)C1=CC=C(C=C1)CCC(=O)NCC(=O)NCC(=O)N[C@H](C(=O)O)CC1=CC=CC=C1 (2S)-2-[[2-[[2-[3-[4-(2,5-Dioxopyrrol-1-yl)phenyl]propanoylamino]acetyl]amino]acetyl]amino]-3-phenyl-propanoic acid